7-methyl-[1,2,4]triazolo[1,5-a]pyridin-2-amine CC1=CC=2N(C=C1)N=C(N2)N